N-(3-(4-(3-(7-fluoro-1,2-dihydroisoquinolin-3-yl)propyl)piperazin-1-yl)phenyl)acetamide FC1=CC=C2C=C(NCC2=C1)CCCN1CCN(CC1)C=1C=C(C=CC1)NC(C)=O